O=C1NC(CCC1N1CC2=CC=CC(=C2C1=O)CNC(=O)C=1COC2=CC=C(C=C2C1)OC(F)(F)F)=O N-((2-(2,6-dioxopiperidin-3-yl)-3-oxoisoindolin-4-yl)methyl)-6-(trifluoromethoxy)-2H-chromene-3-carboxamide